C1=CC2=CSC=C2C=C1 The molecule is a benzothiophene in which the benzene ring is fused to the thiophene ring across positions 3 and 4. It is a benzothiophene and a member of 2-benzothiophenes.